3-(5-(((1r,2s)-2-aminocyclopentyl)oxy)-6-fluoro-1-oxoisoindolin-2-yl)piperidine-2,6-dione N[C@@H]1[C@@H](CCC1)OC=1C=C2CN(C(C2=CC1F)=O)C1C(NC(CC1)=O)=O